(1R,5S,6r)-6-(4-methoxy-5,5-dimethyl-4,5-dihydro-1,2-oxazol-3-yl)-3-azabicyclo[3.1.0]Hexane TFA salt OC(=O)C(F)(F)F.COC1C(=NOC1(C)C)C1[C@H]2CNC[C@@H]12